FC1=CC(=C(C=C1)C1=NOC(=N1)[C@@H]1CC12CCN(CC2)S(=O)(=O)N)C(F)(F)F (1R)-1-{3-[4-Fluoro-2-(trifluoromethyl)phenyl]-1,2,4-oxadiazol-5-yl}-6-azaspiro[2.5]octan-6-sulfonamid